Indazolylmethylhydantoin N1N=C(C2=CC=CC=C12)CN1C(=O)NC(=O)C1